1-(4-(6-((4-(6-chloroimidazo[1,2-a]pyridin-3-yl)pyrimidin-2-yl)amino)pyridin-3-yl)piperazin-1-yl)ethan ClC=1C=CC=2N(C1)C(=CN2)C2=NC(=NC=C2)NC2=CC=C(C=N2)N2CCN(CC2)CC